ethylenebis-(dithiocarbamate) C(CNC([S-])=S)NC([S-])=S